CN(CCC1=CNC2=CC=CC=C12)N1CC1 N-Methyl-Aziridinyltryptamine